C(CC)C1(OC2=C(C(N1)=O)C=C(C=C2)[N+](=O)[O-])CCC 2,2-dipropyl-6-nitro-2H-benzo[e][1,3]oxazin-4(3H)-one